manganese triflate manganese acetate C(C)(=O)[O-].[Mn+2].[O-]S(=O)(=O)C(F)(F)F.[Mn+2]